methyl 3-((4-(2-(2-aminopyridin-3-yl)-5-phenyl-3H-imidazo[4,5-b]pyridin-3-yl)benzyl)carbamoyl)-5-cyanobenzoate NC1=NC=CC=C1C1=NC=2C(=NC(=CC2)C2=CC=CC=C2)N1C1=CC=C(CNC(=O)C=2C=C(C(=O)OC)C=C(C2)C#N)C=C1